tert-butyl 4-[(4-fluorophenyl)methyl-methyl-amino]piperidine-1-carboxylate FC1=CC=C(C=C1)CN(C1CCN(CC1)C(=O)OC(C)(C)C)C